C(CCC)O[Zr](C(CC(=O)COCC)=O)(C(CC(=O)COCC)=O)C(CC(=O)COCC)=O mono-n-butoxy-tris(ethoxyacetoacetyl)zirconium